1,2-dibromo-3,4-dibutyl-thiophene BrS1C(=C(C(=C1)CCCC)CCCC)Br